NC1=NC=C(C=C1O[C@H](C)C=1C=C(C=CC1)NC(C1=CC(=CC=C1)C#C)=O)Cl (R)-N-(3-(1-((2-amino-5-chloropyridin-3-yl)oxy)ethyl)-phenyl)-3-ethynylbenzamide